ClCC(C[N+](C)(C)C)O.CCC(C(=O)[NH-])=C(CCCN)C Dimethyl-aminopropyl-methacrylamide N-(3-chloro-2-hydroxypropyl)trimethylammonium salt